C(#N)[C@H]1N(CSC1)C(CNC(=O)C1=CC=NC2=CC=C(C=C12)N1[C@H](COCC1)C(F)(F)F)=O |o1:23| N-(2-((R)-4-Cyanothiazolidin-3-yl)-2-oxoethyl)-6-((R*)-3-(trifluoromethyl)-morpholino)quinoline-4-carboxamide